C(C=C)C1C(N(C(C1)=O)C1=C(C=C(C(=C1)C1=CN(C=2C(NC=CC21)=O)C)OC2=CC=CC=C2)C)=O 3-allyl-1-(2-methyl-5-(1-methyl-7-oxo-6,7-dihydro-1H-pyrrolo[2,3-c]pyridin-3-yl)-4-phenoxyphenyl)pyrrolidine-2,5-dione